N1(CCCCCC1)CCN1CCC(CC1)C=1C=C2C(=C(NC2=CC1)C1=C2C(=NC=C1)NN=C2)C(C)C 4-(5-(1-(2-(azepan-1-yl)ethyl)piperidin-4-yl)-3-isopropyl-1H-indol-2-yl)-1H-pyrazolo[3,4-b]pyridine